N-(4-(Tert-butyl)thiazol-2-yl)-2-((3-(2,6-dioxopiperidin-3-yl)-1-methyl-1H-indazol-7-yl)oxy)acetamide C(C)(C)(C)C=1N=C(SC1)NC(COC=1C=CC=C2C(=NN(C12)C)C1C(NC(CC1)=O)=O)=O